(S)-quinuclidin-3-yl ((R)-5-(3,5-dimethyl-4-propoxyphenyl)-2,2-dimethyl-2,3-dihydro-1H-inden-1-yl)carbamate CC=1C=C(C=C(C1OCCC)C)C=1C=C2CC([C@H](C2=CC1)NC(O[C@@H]1CN2CCC1CC2)=O)(C)C